(2S,4R)-4-((tert-butyldimethylsilyl)oxy)-1-((R)-2-(3-hydroxyisoxazol-5-yl)-3-methylbutanoyl)-N-((S)-1-(4-(4-methylthiazol-5-yl)phenyl)ethyl)pyrrolidine-2-carboxamide [Si](C)(C)(C(C)(C)C)O[C@@H]1C[C@H](N(C1)C([C@H](C(C)C)C1=CC(=NO1)O)=O)C(=O)N[C@@H](C)C1=CC=C(C=C1)C1=C(N=CS1)C